ClC1=C2C=C(N(C2=CC(=C1Cl)OC)C)C(=O)NC(CO)C1=C(C=C(C(=O)O)C=C1)C 4-[1-[[(4,5-dichloro-6-methoxy-1-methyl-1H-indol-2-yl)carbonyl]amino]-2-hydroxy-ethyl]-3-methyl-benzoic acid